[1-[2-[1-(3-Fluorophenyl)piperidin-1-ium-4-yl]ethyl]-5,6-dihydro-4H-cyclopenta[c]pyrazol-3-yl]-(4-hydroxy-1-piperidyl)methanon FC=1C=C(C=CC1)[NH+]1CCC(CC1)CCN1N=C(C2=C1CCC2)C(=O)N2CCC(CC2)O